C(N)(=N)C=1C=C(SC1)CNC(=O)[C@]1(N(CCC1)C(CNC(=O)C1=CC=C(C=C1)OC1=CC=CC=C1)=O)C (2S)-N-[(4-Carbamimidoylthiophen-2-yl)methyl]-2-methyl-1-{2-[(4-phenoxyphenyl)formamido]acetyl}pyrrolidine-2-carboxamide